CC1(C(CC1)N)C 2,2-dimethyl-cyclobutan-1-amine